4-methyl-N-(6-(1-methyl-1H-pyrazol-4-yl)isoquinolin-3-yl)piperazine-1-carboxamide CN1CCN(CC1)C(=O)NC=1N=CC2=CC=C(C=C2C1)C=1C=NN(C1)C